(R)-2-(5-(dimethylamino)-3-((1-methylpiperidin-3-yl)amino)-1,2,4-triazin-6-yl)-5-ethynylphenol CN(C=1N=C(N=NC1C1=C(C=C(C=C1)C#C)O)N[C@H]1CN(CCC1)C)C